4-(5-(4-(2-oxopyrrolidin-1-yl)phenyl)pyridin-3-yl)-1H-pyrrolo[2,3-b]pyridine-2-carboxylic acid isopropyl ester C(C)(C)OC(=O)C1=CC=2C(=NC=CC2C=2C=NC=C(C2)C2=CC=C(C=C2)N2C(CCC2)=O)N1